C(C=C)NC=1C2=C(N=C(N1)NC1=C(C=C(C=C1)S(=O)(=O)C1CNCCO1)OC)NC=C2 N4-allyl-N2-(2-methoxy-4-(morpholino-sulfonyl)phenyl)-7H-pyrrolo[2,3-d]pyrimidine-2,4-diamine